phenol N,N-diisooctylaminoacetate C(CCCCC(C)C)N(CCCCCC(C)C)CC(=O)OC1=CC=CC=C1